ClC=1C(N(C(=CC1OCC1=NC=C(C=C1F)C)C)C1=CC(=NC=C1C)C1=NC(=CC=C1C)C(C)(C)O)=O (P)-3-chloro-4-((3-fluoro-5-methylpyridin-2-yl)methoxy)-6''-(2-hydroxypropan-2-yl)-3'',5',6-trimethyl-2H-[1,4':2',2''-terpyridin]-2-one